2-(1-(5-(difluoromethoxy)-7-methyl-1H-indol-4-yl)ethyl)-2H-pyrazolo-[3,4-b]pyridine-6-carbonitrile FC(OC=1C(=C2C=CNC2=C(C1)C)C(C)N1N=C2N=C(C=CC2=C1)C#N)F